tert-Butyl 4-(5-(1-fluorovinyl)pyrimidin-2-yl)piperazine-1-carboxylate FC(=C)C=1C=NC(=NC1)N1CCN(CC1)C(=O)OC(C)(C)C